2,4-di-t-butylphenyl-hydroxy benzoate C(C1=CC=CC=C1)(=O)OOC1=C(C=C(C=C1)C(C)(C)C)C(C)(C)C